ethyl-4-(p-hydroxyphenyl)-2-butanone C(C)CC(CCC1=CC=C(C=C1)O)=O